N-phenylacetamide hydrochloride Cl.C1(=CC=CC=C1)NC(C)=O